NC=1C=2N(C3=CC(=C(C=C3N1)F)C(=O)N(C)[C@@H]1COC3=C1C=CC(=C3)C=3C=NN1C3COCC1)C=NC2 (S)-4-amino-N-(6-(6,7-dihydro-4H-pyrazolo[5,1-c][1,4]oxazin-3-yl)-2,3-dihydrobenzofuran-3-yl)-7-fluoro-N-methylimidazo[1,5-a]quinoxaline-8-carboxamide